(2R,3R)-2-amino-3-(1H-indol-3-yl)hexanoic acid N[C@@H](C(=O)O)[C@H](CCC)C1=CNC2=CC=CC=C12